2-nitro-2-tetrazolyl-ethylene [N+](=O)([O-])C(=C)C1=NN=NN1